C(C)(=O)N(S(=O)(=O)C1=CC=C(C=C1)OC)C1=C(C=CC=C1)/C=C/C1=CC=[N+](C=C1)[O-] (E)-4-[2-[2-[N-Acetyl-N-[(p-methoxyphenyl)sulfonyl]amino]phenyl]ethenyl]pyridine 1-oxide